OC=1C(=CC(=C2C=CC=NC12)C)C(NC(CCC)=O)C=1C=NC=CC1 N-((8-hydroxy-5-methylquinolin-7-yl)(pyridin-3-yl)methyl)butyramide